(1H-indol-3-yl)-5-(1H-indol-5-yl)isoindoline-2-carboxamide N1C=C(C2=CC=CC=C12)C1N(CC2=CC(=CC=C12)C=1C=C2C=CNC2=CC1)C(=O)N